FC1=C(C(N)=S)C=C(C=C1)OC=1C(=C2C=CN(C2=CC1F)S(=O)(=O)C1=CC=C(C)C=C1)SC 2-fluoro-5-((6-fluoro-4-(methylsulfanyl)-1-tosyl-1H-indol-5-yl)oxy)benzothiamide